1-((R)-4-((5-(1-((S)-1,1-difluoropropan-2-yl)-1H-benzo[d][1,2,3]triazol-6-yl)-4-methoxypyrrolo[2,1-f][1,2,4]triazin-2-yl)amino)-3,3-difluoropiperidin-1-yl)ethan-1-one-2,2,2-d3 FC([C@H](C)N1N=NC2=C1C=C(C=C2)C=2C=CN1N=C(N=C(C12)OC)N[C@H]1C(CN(CC1)C(C([2H])([2H])[2H])=O)(F)F)F